CC(C[C@@H](C(=O)OC)N1C([C@H](CC1)NC1=CC=NN1C)=O)C methyl (S)-4-methyl-2-((S)-3-((1-methyl-1H-pyrazol-5-yl)amino)-2-oxopyrrolidin-1-yl)pentanoate